C(C1=CC=CC=C1)C=1C=NC(=NC1)C=1CCNCCC1 4-(5-benzylpyrimidin-2-yl)-2,3,6,7-tetrahydro-1H-azepine